1-(4-cyanophenyl)-1H-pyrrole-3-carboxylic acid C(#N)C1=CC=C(C=C1)N1C=C(C=C1)C(=O)O